C(C)(C)(C)OC(=O)N1[C@@H](COCC1)C=1C=C(C=C2CCN(CC12)C(=O)[C@@H]1COCC1)Cl (R)-3-(6-Chloro-2-((S)-tetrahydrofuran-3-carbonyl)-1,2,3,4-tetrahydroisoquinolin-8-yl)morpholine-4-carboxylic acid tert-butyl ester